4-acetoxy-1-(4-bromophenyl)-7-(tert-butyl)-2-naphthoic acid methyl ester COC(=O)C1=C(C2=CC(=CC=C2C(=C1)OC(C)=O)C(C)(C)C)C1=CC=C(C=C1)Br